C(=O)(OC(C)(C)C)N1CCC(CC1)C1=CC=C(C=C1)C(=O)O 1-boc-4-(4-carboxyphenyl)piperidine